racemic-(2R)-bicyclo[2.2.1]heptan-2-ol hydrochloride Cl.C12[C@@H](CC(CC1)C2)O |r|